(Z)-Ethyl 4-(4-((5-(4-((cyclopropylmethyl)carbamoyl)phenyl)furan-2-yl)methylene)-3-methyl-5-oxo-4,5-dihydro-1H-pyrazol-1-yl)benzoate C1(CC1)CNC(=O)C1=CC=C(C=C1)C1=CC=C(O1)\C=C/1\C(=NN(C1=O)C1=CC=C(C(=O)OCC)C=C1)C